1-(2-bromoethyl)-4-methylpiperazine, dihydrobromide Br.Br.BrCCN1CCN(CC1)C